ClC=1C=C(C=CC1F)C=1N=C(SC1CC1CC1)NS(=O)(=O)C1=NC=C(C=C1C)/N=C/C1=C(C(=CC=C1)OC)O (E)-N-(4-(3-chloro-4-fluorophenyl)-5-(cyclopropylmethyl)thiazol-2-yl)-5-((2-hydroxy-3-methoxybenzylidene)amino)-3-methylpyridine-2-sulfonamide